C12(C(=O)CC(CC1)C2(C)C)CS(=O)(=O)[O-] CAMPHORSULFONAT